FC=1C(=NC(=CC1)C)N1C([C@@H]2C[C@@H]2C1)=O (1R,5S)-3-(3-fluoro-6-methylpyridin-2-yl)-3-azabicyclo[3.1.0]hexan-2-one